C(#N)C=1C(=CC(=C(C1)N1C(C(=CC=C1C1CC1)C(=O)O)=O)C)F 1-(5-cyano-4-fluoro-2-methylphenyl)-6-cyclopropyl-2-oxo-1,2-dihydropyridine-3-carboxylic acid